tert-butyl 5-(3-(3-methoxyphenyl) imidazo[1,5-a]pyridin-1-yl)-3,6-dihydropyridine-1(2H)-carboxylate COC=1C=C(C=CC1)C1=NC(=C2N1C=CC=C2)C2=CCCN(C2)C(=O)OC(C)(C)C